ClC=1C=CC=2C(C3=CC=C(C=C3OC2C1)Cl)=O 3,6-dichloroxanthone